[C@@H]1([C@H](O)[C@H](O)[C@@H](O)[C@@H](O1)C)OC[C@@H]1[C@H]([C@@H]([C@H]([C@@H](O1)C1=C(C=C(C=C1)CC=C)O)O)O)O (6-O-α-L-rhamnopyranosyl-β-D-glucopyranosyl)-2-hydroxy-4-allylbenzene